C(C1=CC=CC=C1)OC1=C(C=CC(=C1Br)Br)F 2-(benzyloxy)-3,4-dibromo-1-fluorobenzene